C(C)(C)(C)OC(NC(C(F)(F)F)CCOC)=O (1,1,1-trifluoro-4-methoxybut-2-yl)carbamic acid tert-butyl ester